but-3-yne-1,2-diol C(C(C#C)O)O